N1=CC=C(C=C1)C=1C=NOC1C1=CC=C(OCC2=NC3=CC=CC=C3C=C2)C=C1 2-[4-(4-pyridin-4-yl-isoxazol-5-yl)-phenoxymethyl]-quinoline